N1C(=NC2=C1C=CC=C2)C2=CC(=NN2CCO)NC(=O)C=2C=NC(=CC2)N2CCN(CC2)C N-[5-(1H-benzimidazol-2-yl)-1-(2-hydroxyethyl)pyrazol-3-yl]-6-(4-methylpiperazin-1-yl)pyridine-3-carboxamide